C(CCCCCO)O hexylenglycol